2-(dichloromethyl)phenyl isocyanate ClC(C1=C(C=CC=C1)N=C=O)Cl